tert-butyl 4-(5-methyl-6-nitropyridin-2-yl)piperazine-1-carboxylate CC=1C=CC(=NC1[N+](=O)[O-])N1CCN(CC1)C(=O)OC(C)(C)C